F\C(\C(=O)N1[C@H](CN(CC1)C1=NC(=NC2=C(C(=CC=C12)C1=C(C=CC=C1O)F)F)OC[C@H]1N(CCC1)C)CC#N)=C/C=1SC=CN1 2-((2S)-1-((Z)-2-fluoro-3-(thiazol-2-yl)acryloyl)-4-(8-fluoro-7-(2-fluoro-6-hydroxyphenyl)-2-(((S)-1-methylpyrrolidin-2-yl)methoxy)quinazolin-4-yl)piperazin-2-yl)acetonitrile